C(C)C=1SC(=C(N1)C1=NC(=CC=C1)C)OC1=CC(=NC=C1)NC=1C=C(C(=O)O)C=CN1 2-((4-((2-ethyl-4-(6-methylpyridin-2-yl)thiazol-5-yl)oxy)pyridin-2-yl)amino)isonicotinic acid